N1(CCCC2=CC=CC=C12)C(=O)C1=CC(=CC=C1)S(=O)(=O)N1C(CC2=CC=CC=C12)C (3,4-dihydroquinolin-1(2H)-yl)(3-((2-methylindolin-1-yl)sulfonyl)phenyl)methanone